1-(4'-tert.butylphenyl)-3-(4'-methoxyphenyl)-propane-1,3-dione C(C)(C)(C)C1=CC=C(C=C1)C(CC(=O)C1=CC=C(C=C1)OC)=O